4-methoxy-3,5-bis(methoxymethoxy)benzaldehyde COC1=C(C=C(C=O)C=C1OCOC)OCOC